NC=1C2=C(N=CN1)N(C(=C2C2=CC=C(C=C2)OC2=NC(=CC=C2)C)C#CC2CN(C2)C2C(CN(CC2)C(C=C)=O)O)C 1-(4-(3-((4-amino-7-methyl-5-(4-(6-methylpyridin-2-yloxy)phenyl)-7H-pyrrolo[2,3-d]pyrimidin-6-yl)ethynyl)azetidin-1-yl)-3-hydroxypiperidin-1-yl)prop-2-en-1-one